CC(CC[C@@H](C(=O)O)NC([C@H]([C@H](CC)C)NC(=O)[C@H]1CNCCO1)=O)(C)C (S)-5,5-Dimethyl-2-((2S,3S)-3-methyl-2-((R)-morpholine-2-carboxamido)pentanamido)hexanoic acid